(((((R)-1-(naphthalen-1-yl)ethyl)amino)methyl)chroman-4-yl)benzoic acid C1(=CC=CC2=CC=CC=C12)[C@@H](C)NCC1OC2=CC=CC=C2C(C1)C1=C(C(=O)O)C=CC=C1